CN(CCN(S(=O)(=O)NC(OC(C)(C)C)=O)C=1C=NN(C1)C(C)C)C Tert-butyl N-{[2-(dimethylamino)ethyl] [1-(propan-2-yl)-1H-pyrazol-4-yl]sulfamoyl}carbamate